N-(1-(((1s,4s)-4-(6-fluoroquinolin-4-yl)cyclohexyl)methyl)cyclopropyl)benzamide FC=1C=C2C(=CC=NC2=CC1)C1CCC(CC1)CC1(CC1)NC(C1=CC=CC=C1)=O